C(CCCCCCCC(=O)O)(=O)O.C(CCCCCCCC(=O)O)(=O)O azelaic acid, azelaic acid salt